2-((4-((R)-2-(5-chloro-3-fluoropyridin-2-yl)-2H-chromen-8-yl)piperidin-1-yl)methyl)-3-(((S)-oxetan-2-yl)methyl)-3H-imidazo[4,5-b]pyridine-5-carboxylic acid ClC=1C=C(C(=NC1)[C@@H]1OC2=C(C=CC=C2C=C1)C1CCN(CC1)CC1=NC=2C(=NC(=CC2)C(=O)O)N1C[C@H]1OCC1)F